N1(CCC1)CC1=C(N=C(O1)N1CC(C1)(CC)CC)C(=O)NC1=CC(=C(C(=C1)C)OC1CC2CC2C1)F 5-(azetidin-1-ylmethyl)-N-(4-(cis-bicyclo[3.1.0]hexan-3-yloxy)-3-fluoro-5-methylphenyl)-2-(3,3-diethylazetidin-1-yl)oxazole-4-carboxamide